1-tert-butyl ((S)-22-((2S,4R)-4-hydroxy-2-((4-(4-methylthiazol-5-yl)benzyl)carbamoyl)pyrrolidine-1-carbonyl)-23,23-dimethyl-20-oxo-3,6,9,12,15,18-hexaoxa-21-azatetracosyl)carbamate O[C@@H]1C[C@H](N(C1)C(=O)[C@@H](NC(COCCOCCOCCOCCOCCOCCNC(OC(C)(C)C)=O)=O)C(C)(C)C)C(NCC1=CC=C(C=C1)C1=C(N=CS1)C)=O